C(C)C1=CC=C2C=NN(C2=C1C=1C(=NC=C(C1)N1N=CC(=C1)C(F)(F)F)S(=O)(=O)N)C (6-ETHYL-1-METHYL-1H-INDAZOL-7-YL)-5-(4-(TRIFLUOROMETHYL)-1H-PYRAZOL-1-YL)PYRIDINE-2-SULFONAMIDE